(1s,4s)-4-(4-amino-5-chloro-1H-pyrazol-1-yl)-1-((2-(dimethylamino)ethyl)imino)hexahydro-1λ6-thiopyran 1-oxide NC=1C=NN(C1Cl)C1CCS(CC1)(=NCCN(C)C)=O